N1N=CC=C1CN1C2(CC(C2)C2CCC2)C(N(C1=O)C1=CN=CC2=CC=CC=C12)=O 5-((1H-pyrazol-5-yl)methyl)-2-cyclobutyl-7-(isoquinolin-4-yl)-5,7-diazaspiro[3.4]octane-6,8-dione